C1=CC=CC=2C3=CC=CC=C3C(=CC12)C1=CC=C(C=C1)C1=CC=C(C=C1)NC1=CC=CC=C1 {4'-(phenanthrene-9-yl)biphenyl-4-yl}-phenylamine